C(CC(C)C)N1N=CC=C1C=1C(=NC(=CN1)CCCOC)N1CCC(CC1)C(=O)O 1-(3-(1-isopentyl-1H-pyrazol-5-yl)-6-(3-methoxypropyl)pyrazin-2-yl)piperidine-4-carboxylic acid